(2s)-amino(3,5-dihydroxyphenyl)-ethanoic acid N[C@H](C(=O)O)C1=CC(=CC(=C1)O)O